bromo-dihydroxyacetophenon BrC(C(=O)C1=CC=CC=C1)(O)O